C(=O)O.ClC1=C(C=C(C=C1)C(CC(=O)O)C1=C(C2=C(N(N=N2)C)C=C1)C)CN1CCOC2=C(C1)C=CC=C2 3-(4-Chloro-3-((2,3-dihydrobenzo[f][1,4]oxazepin-4(5H)-yl)methyl)phenyl)-3-(1,4-dimethyl-1H-benzo[d][1,2,3]triazol-5-yl)propanoic acid, formic acid salt